(±)-(1S,2S,5R,6R)-Methyl 2-hydroxybicyclo[3.1.0]hexane-6-carboxylate O[C@@H]1[C@@H]2[C@@H]([C@@H]2CC1)C(=O)OC |r|